OC[C@@H]1N[C@H]([C@@H]2CCC[C@@H]([C@H]2C1)[C@@H](C(F)(F)F)O)C (1S)-1-[(1S,3R,4aS,5S,8aR)-3-(hydroxymethyl)-1-methyl-1,2,3,4,4a,5,6,7,8,8a-decahydroisoquinolin-5-yl]-2,2,2-trifluoro-ethanol